1-(2-bromo-4-methylphenyl)cyclopentane-1-carbonitrile BrC1=C(C=CC(=C1)C)C1(CCCC1)C#N